(R)-1-((benzyloxy)carbonyl)-2-methylazepine-2-carboxylic acid C(C1=CC=CC=C1)OC(=O)N1[C@](CC=CC=C1)(C(=O)O)C